C(C)(=O)N1C(CC(C1)C1=CC(=C(C=C1)OC(F)F)OCC1CC1)C(=O)NCC=1C=C2C=NC(C2=CC1)=O 1-acetyl-4-(3-(cyclopropylmethoxy)-4-(difluoromethoxy)phenyl)-N-((1-oxoisoindol-5-yl)methyl)pyrrolidine-2-carboxamide